FC1(CC(C1)NC=1N=CC2=C(N1)NC=C2C2=CC=1C=NC=CC1S2)F N-(3,3-difluorocyclobutyl)-5-(thieno[3,2-c]pyridin-2-yl)-7H-pyrrolo[2,3-d]pyrimidin-2-amine